3-(4-formyl-1-((2-(trimethylsilyl)ethoxy)methyl)-1H-imidazol-2-yl)azetidine-1-carboxylic acid tert-butyl ester C(C)(C)(C)OC(=O)N1CC(C1)C=1N(C=C(N1)C=O)COCC[Si](C)(C)C